ClC=1C=C(C=CC1O)CC(=O)NC1=C(SC=C1)C(=O)NCCC1=C(C=CC=C1)OC 3-(2-(3-chloro-4-hydroxyphenyl)acetamido)-N-(2-methoxyphenethyl)thiophene-2-carboxamide